ClC1=CC=C(C=N1)CN1\C(\NCC1)=N\[N+](=O)[O-] (2E)-1-[(6-chloropyridin-3-yl)methyl]-N-nitroimidazolidin-2-imine